2-Methyl-5-(p-tolyl)-4-(trifluoromethyl)-5H-indeno[1,2-b]pyridine CC1=CC(=C2C(=N1)C1=CC=CC=C1C2C2=CC=C(C=C2)C)C(F)(F)F